4-isopropylsulfonylphenylboronic acid pinacol ester C(C)(C)S(=O)(=O)C1=CC=C(C=C1)B1OC(C)(C)C(C)(C)O1